ClC=1C=C(C=CC1OCCNC)C=1N=C(SC1CC(C)C)NC1=C(C(=O)OC)C=C(C=N1)C=1SC=CC1 methyl 2-((4-(3-chloro-4-(2-(methylamino)ethoxy)phenyl)-5-isobutylthiazol-2-yl)amino)-5-(thiophen-2-yl)nicotinate